COCCONC(=O)C1=CC2=C(N(C(=N2)NC=2OC3=C(N2)C=CC(=C3)C(F)(F)F)C)C=C1 N-(2-methoxyethoxy)-1-methyl-2-((6-(trifluoro-methyl)benzo[d]oxazol-2-yl)amino)-1H-benzo-[d]imidazole-5-carboxamide